CC1(CCN(CC1)C=1OC2=C(C=C(C=C2C(C1)=O)C)C(C)NC1=C2CCCC2=CC=C1)C 2-(4,4-Dimethyl-1-piperidyl)-8-[1-(indan-4-ylamino)ethyl]-6-methyl-chromen-4-one